6-fluoro-1-(4-methoxy-phenyl)-1H-indole FC1=CC=C2C=CN(C2=C1)C1=CC=C(C=C1)OC